C(#N)C=1C=C(C=CC1)CC(C=1SC2=C(N1)C=CC=C2N(C)CCOC)NS(=O)(=O)C2=CC=CC=C2 N-[2-(3-Cyanophenyl)-1-{7-[(2-methoxyethyl)(methyl)amino]-1,3-benzothiazol-2-yl}ethyl]benzenesulfonamide